argininyl-iron N[C@@H](CCCNC(N)=N)C(=O)[Fe]